CNC(OC1CCC(CC1)C(N(CC12CCC(CC1)(CC2)C2=CC(=C(C=C2)OC)C)C2=CC(=CC=C2)C2=CC(=NS2)C2CC2)=O)=O 4-((3-(3-Cyclopropylisothiazol-5-yl)phenyl)((4-(4-methoxy-3-methylphenyl)bicyclo[2.2.2]octan-1-yl)methyl)carbamoyl)cyclohexyl trans-methylcarbamate